N-[3-[(2,3-dihydroxypropyl)(2-decyloxyethyl)amino]propyl]isostearamide OC(CN(CCCNC(CCCCCCCCCCCCCCC(C)C)=O)CCOCCCCCCCCCC)CO